COC([C@H](C)N1CC(N(CC1)C(=O)OCCCC)(C)C)=O butyl (S)-4-(1-methoxy-1-oxopropan-2-yl)-2,2-dimethylpiperazine-1-carboxylate